C(C)(C)(C)OC(=O)NCC(C(=O)O)C1COC1 3-[(tert-butoxycarbonyl)amino]-2-(oxetan-3-yl)propionic acid